5-amino-7-fluoro-N-(2-(4-(3-hydroxypropyl)-piperazin-1-yl)benzyl)-imidazo[1,2-c]-quinazoline-2-carboxamide NC1=NC=2C(=CC=CC2C=2N1C=C(N2)C(=O)NCC2=C(C=CC=C2)N2CCN(CC2)CCCO)F